6-((2-((3R,4R)-3-amino-4-fluoropiperidin-1-yl)-5-(trifluoromethoxy)-1H-benzo[d]imidazol-1-yl)methyl)nicotinonitrile N[C@@H]1CN(CC[C@H]1F)C1=NC2=C(N1CC1=NC=C(C#N)C=C1)C=CC(=C2)OC(F)(F)F